COC(CCCCCCCCC\C=C/CCCCCCCC)=O (Z)-eicosa-11-enoic acid methyl ester